tert-Butyl (6aR)-4-chloro-3-(2-fluoro-6-hydroxyphenyl)-12-oxo-1-(2-oxa-7-azaspiro[4.4]nonan-7-yl)-6a,7,9,10-tetrahydro-6H-pyrazino[2,1-c]pyrido[3,4-f][1,4]oxazepine-8(12H)-carboxylate ClC1=C(N=C(C=2C(N3[C@@H](COC21)CN(CC3)C(=O)OC(C)(C)C)=O)N3CC2(CCOC2)CC3)C3=C(C=CC=C3O)F